tert-butyl 4-(2-methylpropanoyl)-2-(2-oxo-3,4-dihydro-1H-quinolin-6-yl)piperidine-1-carboxylate CC(C(=O)C1CC(N(CC1)C(=O)OC(C)(C)C)C=1C=C2CCC(NC2=CC1)=O)C